C(NC1=C(C=CC=C1CC)C)NC1=C(C=CC=C1CC)C methylenedi(2-methyl-6-ethyl-aniline)